N-((1S,4s)-4-((((R)-2-(5-Fluoropyridin-3-yl)-2-hydroxyethyl)amino)-methyl)cyclohexyl)acetamide FC=1C=C(C=NC1)[C@H](CNCC1CCC(CC1)NC(C)=O)O